C(=O)[O-].C1=CC=CC2=CC3=CC=CC=C3C=C12.[Fr+] Francium anthracene formate